N-(2-chloro-5-fluoropyridin-4-yl)-1-(4-methoxybenzyl)-5-((trimethylsilyl)ethynyl)-1H-pyrazole-4-carboxamide ClC1=NC=C(C(=C1)NC(=O)C=1C=NN(C1C#C[Si](C)(C)C)CC1=CC=C(C=C1)OC)F